(1R,4S)-1-(hydroxymethyl)-5-methyl-6-oxo-2,5-diazabicyclo[2.2.1]heptane-2-carboxylic acid tert-butyl ester C(C)(C)(C)OC(=O)N1[C@@]2(C(N([C@H](C1)C2)C)=O)CO